N-(3-(2-(tert-butyl)-5-(2-((tetrahydro-2H-thiopyran-4-yl)amino)pyrimidin-4-yl)thiazol-4-yl)-2-fluorophenyl)-2,6-difluorobenzenesulfonamide C(C)(C)(C)C=1SC(=C(N1)C=1C(=C(C=CC1)NS(=O)(=O)C1=C(C=CC=C1F)F)F)C1=NC(=NC=C1)NC1CCSCC1